O=C1N(C(C2=CC=CC=C12)=O)C[C@@H]1N(C(N(C1)CC(=O)OC(C)(C)C)=O)C (S)-tert-Butyl 2-(4-((1,3-dioxoisoindolin-2-yl)methyl)-3-methyl-2-oxoimidazolidin-1-yl)acetate